BrC=1C=C2CCCN(C2=CC1C(F)F)C=1N=C(N2C1C=NC=C2)C2CC2 6-bromo-1-{3-cyclopropylimidazo[1,5-a]pyrazin-1-yl}-7-(difluoromethyl)-3,4-dihydro-2H-quinoline